NC=1C2=C(N=CN1)N(C(=C2C2=CC=C(C=C2)OC2=NC=CC(=N2)C)C=2C=C1C[C@H](CC1=CC2)NC(C=C)=O)C (S)-N-(5-(4-amino-7-methyl-5-(4-((4-methylpyrimidin-2-yl)oxy)phenyl)-7H-pyrrolo[2,3-d]pyrimidin-6-yl)-2,3-dihydro-1H-inden-2-yl)acrylamide